C(CCCCCCC)(=O)OC(CSC[C@H](N)C(=O)O)COC(CCCCCCC)=O S-[2,3-bis(octanoyloxy)propyl]cysteine